FC1=C(C(=CC=C1)F)C1=NN2C(O[C@H](CC2)CO)=C1C(=O)N[C@@H]1C(NC2=C(C(=N1)C1=CC=CC=C1)C=CC=C2)=O |o1:13| (5R*)-2-(2,6-Difluorophenyl)-5-(hydroxymethyl)-N-[(3S)-2-oxo-5-phenyl-1,3-dihydro-1,4-benzodiazepin-3-yl]-6,7-dihydro-5H-pyrazolo[5,1-b][1,3]oxazine-3-carboxamide